C(C=C)(=O)N1C[C@@H](N(C[C@H]1C)C1=NC(N2C3=C(C(=C(C=C13)Cl)C1=C(C=C(C=C1)F)F)OC[C@@H]2CN2CCS(CC2)(=O)=O)=O)C (3S)-7-((2S,5R)-4-acryloyl-2,5-dimethylpiperazin-1-yl)-9-chloro-10-(2,4-difluorophenyl)-3-((1,1-dioxidothiomorpholino)methyl)-2H-[1,4]oxazino[2,3,4-ij]quinazolin-5(3H)-one